sodium 5-amino-4-hydroxy-3-((4-aminophenyl) diazenyl)-7-sulfonaphthalene-2-sulfonate NC1=C2C(=C(C(=CC2=CC(=C1)S(=O)(=O)O)S(=O)(=O)[O-])N=NC1=CC=C(C=C1)N)O.[Na+]